6-methoxy-2-methyl-1,3-benzothiazole COC1=CC2=C(N=C(S2)C)C=C1